1-(benzyloxy)cyclopropane-1-carboxylic acid C(C1=CC=CC=C1)OC1(CC1)C(=O)O